C1=CC=CC=2C3=CC=CC=C3C(C12)COC(=O)N1[C@@H](CCC1)C(=O)O (9-fluorenylmethoxycarbonyl)-L-proline